C(C)(C)(C)[Si](O[C@@H]1C[C@@H](C1)COCC1=C(C=C(C(=C1)F)F)F)(C1=CC=CC=C1)C1=CC=CC=C1 tert-butyl(diphenyl)((cis-3-(((2,4,5-trifluorobenzyl)oxy)methyl)cyclobutyl)oxy)silane